CC=C(C(=O)OCCS(=O)(=O)C1=C(C=CC(=C1)[N+](=O)[O-])NCCO)CN(CC)C1(COC1)CC=C 2-({2-[(2-hydroxyethyl)amino]-5-nitrophenyl}sulfonyl)ethanol methyl-2-(((3-allyloxetan-3-yl)(ethyl)amino)methyl)acrylate